(1R,3S)-3-(5-((2-(((S)-4-amino-3,3-difluoropentyl)oxy)pyridin-4-yl)amino)-1-(tert-butyl)-1H-pyrazol-3-yl)cyclopentyl (4-nitrophenyl) carbonate C(O[C@H]1C[C@H](CC1)C1=NN(C(=C1)NC1=CC(=NC=C1)OCCC([C@H](C)N)(F)F)C(C)(C)C)(OC1=CC=C(C=C1)[N+](=O)[O-])=O